1-(3-methylphenyl)-2-((phenylthio)methyl)pyrrolidine CC=1C=C(C=CC1)N1C(CCC1)CSC1=CC=CC=C1